6-chloro-N-{3-[2-(4-chloro-3-fluorophenoxy)acetamido]bicyclo[1.1.1]pentan-1-yl}-4-(4-methoxybenzene-1-sulfonyl)-3,4-dihydro-2H-1,4-benzoxazine-2-carboxamide ClC=1C=CC2=C(N(CC(O2)C(=O)NC23CC(C2)(C3)NC(COC3=CC(=C(C=C3)Cl)F)=O)S(=O)(=O)C3=CC=C(C=C3)OC)C1